2-(3-Cyanophenylamino)acetohydrazide C(#N)C=1C=C(C=CC1)NCC(=O)NN